ClC=1C=CC=2N(C1)C(=CN2)C2=NC(=NC(=C2)C)N2C[C@H](O[C@@H](C2)C=2C=NNC2C)C (2R,6R)-4-(4-(6-Chloroimidazo[1,2-a]pyridin-3-yl)-6-methylpyrimidin-2-yl)-2-methyl-6-(5-methyl-1H-pyrazol-4-yl)morpholine